O1CC(CC1)CCO 2-(tetrahydrofuran-3-yl)ethan-1-ol